C(CCCCCC\C=C/C\C=C/CCCCC)C(O[Si](OCCCCCCN(C(CO)CCO)C)(C)C)OCCCCCCCC\C=C/C\C=C/CCCCC 2-(((20Z,23Z)-10-((8Z,11Z)-heptadeca-8,11-dien-1-yl)-8,8-dimethyl-7,9,11-trioxa-8-silanonacosa-20,23-dien-1-yl)(methyl)amino)butane-1,4-diol